C(C1=CC=CC=C1)NC1=C2N=CN(C2=NC(=N1)C1=CC=C(C=C1)OCCOC)[C@H]1[C@@H]([C@@H]([C@H](O1)C(=O)NC)O)O (2s,3s,4r,5r)-5-(6-(benzylamino)-2-(4-(2-methoxyethoxy)phenyl)-9H-purin-9-yl)-3,4-dihydroxy-N-methyltetrahydrofuran-2-carboxamide